N1=CC=C(C=C1)CC(=O)O[C@H]1[C@H](NC[C@@H]1O)CC1=CC=C(C=C1)OC (2R,3S,4S)-4-hydroxy-2-[(4-methoxyphenyl)methyl]pyrrolidin-3-yl 2-(pyridin-4-yl)acetate